methyl 2-[[4-[3-[(4-chloro-2-fluoro-phenyl)methoxy]pyrazol-1-yl]-1-piperidyl]methyl]-3-[[3-(2,2,2-trifluoroethyl)imidazol-4-yl]methyl]benzimidazole-5-carboxylate ClC1=CC(=C(C=C1)COC1=NN(C=C1)C1CCN(CC1)CC=1N(C2=C(N1)C=CC(=C2)C(=O)OC)CC=2N(C=NC2)CC(F)(F)F)F